(3,5-dimethylisoxazol-4-yl)(4-(2-(2,6-dimethylpyridin-4-yl)-3-isopropyl-1H-indol-5-yl)piperidin-1-yl)methanone CC1=NOC(=C1C(=O)N1CCC(CC1)C=1C=C2C(=C(NC2=CC1)C1=CC(=NC(=C1)C)C)C(C)C)C